tert-butyl N-[1-(2-cyanoacetyl)cyclopropyl]carbamate C(#N)CC(=O)C1(CC1)NC(OC(C)(C)C)=O